6-[[(3R)-1-Ethyl-3-piperidyl]amino]-3-(4-fluoro-2-hydroxy-phenyl)-4-methyl-1,2,4-triazin-5-one C(C)N1C[C@@H](CCC1)NC=1C(N(C(=NN1)C1=C(C=C(C=C1)F)O)C)=O